N-((4-(5-amino-4-cyano-1-isopropyl-1H-pyrazol-3-yl)-1H-indol-7-yl)methyl)-2-(difluoromethoxy)-5-fluorobenzamide NC1=C(C(=NN1C(C)C)C1=C2C=CNC2=C(C=C1)CNC(C1=C(C=CC(=C1)F)OC(F)F)=O)C#N